9H-thieno[3,2-b]benzothiopyran-9-one S1C=CC=2SC3=C(C(C21)=O)C=CC=C3